CC1=NN(C(=C1CCCOC=1C=C(C(=O)O)C=CC1F)C)COCC[Si](C)(C)C 3-(3-(3,5-dimethyl-1-((2-(trimethylsilyl)ethoxy)methyl)-1H-pyrazol-4-yl)propoxy)-4-fluorobenzoic acid